C(C1=CC=CC=C1)N1CC2(CCC3(OCCO3)CC2)CC1(C)C 10-benzyl-11,11-dimethyl-1,4-dioxa-10-azadispiro[4.2.48.25]tetradecane